CC1(N(C(CN(C1)C(=O)OCC1=CC=CC=C1)=O)C(=O)OC(C)(C)C)C O4-Benzyl O1-tert-butyl 2,2-dimethyl-6-oxopiperazine-1,4-dicarboxylate